5-chloro-3-(1-chloroethyl)-2-(chloromethyl)-4,6-dimethylpyridine ClC=1C(=C(C(=NC1C)CCl)C(C)Cl)C